CN1N=CN=C1C=O (1-methyl-1H-1,2,4-triazol-5-yl)methanone